C(CCC)(=O)OC[C@H](CC1=CNC2=CC=C(C=C12)OC(CCC)=O)NC(=O)OC(C)(C)C (S)-2-((tert-butoxycarbonyl)amino)-3-(5-(butyryloxy)-1H-indol-3-yl)propyl butyrate